2-(6-methoxy-7-methyl-2,3-dihydrobenzofuran-4-yl)-4,4,5,5-tetramethyl-1,3,2-dioxaborolane COC1=C(C2=C(CCO2)C(=C1)B1OC(C(O1)(C)C)(C)C)C